1-[(6R)-2-(4-fluorophenyl)-6-methyl-3-(3-methyl-1H-pyrrolo[2,3-b]pyridin-4-yl)-6,7-dihydropyrazolo[1,5-a]pyrazin-5(4H)-yl]prop-2-en-1-one FC1=CC=C(C=C1)C1=NN2C(CN([C@@H](C2)C)C(C=C)=O)=C1C1=C2C(=NC=C1)NC=C2C